[Se].[Re] rhenium-selenium